2,2-dimethyl-1-(methoxycarbonyl)methyl-1-aza-2-silacyclopentane C[Si]1(N(CCC1)CC(=O)OC)C